CN1CCN(CCN(CC1)C)CC=1C=C(/C=C/C2=CC=C(S2)C2=CC=C(C=O)C=C2)C=CC1O (E)-4-(5-(3-((4,7-dimethyl-1,4,7-triazonan-1-yl)methyl)-4-hydroxystyryl)thiophen-2-yl)benzaldehyde